FC(CCOC(C)=O)(S(=O)(=O)C1=NC=CC=C1)F acetic acid-3,3-difluoro-3-(pyridin-2-ylsulfonyl)-propyl ester